antimony sulfide arsenic [As].[Sb]=S